2-(4-fluorobenzyl)-8-(2-oxo-2,3-dihydro-1H-benzo[d]imidazol-1-yl)-4H-quinolizin-4-one FC1=CC=C(CC=2C=C3C=C(C=CN3C(C2)=O)N2C(NC3=C2C=CC=C3)=O)C=C1